2-(2-((5-(1-aminoisoquinolin-7-yl)-7-methoxybenzofuran-3-yl)methoxy)phenyl)acetic acid NC1=NC=CC2=CC=C(C=C12)C=1C=C(C2=C(C(=CO2)COC2=C(C=CC=C2)CC(=O)O)C1)OC